FC1=CC=CC=2C(=N[C@@H](C(NC21)=O)NC(=O)C2=C(N=C1N2N=C(C=C1)OC)C1=C(C=NC=C1)F)C1=CC=CC=C1 N-[(3S)-9-fluoro-2-oxo-5-phenyl-1,3-dihydro-1,4-benzodiazepin-3-yl]-2-(3-fluoropyridin-4-yl)-6-methoxy-imidazo[1,2-b]pyridazine-3-carboxamide